6-(4-formyl-1H-1,2,3-triazol-1-yl)-4-(methoxy-d3)pyridine-3-carbonitrile C(=O)C=1N=NN(C1)C1=CC(=C(C=N1)C#N)OC([2H])([2H])[2H]